ClC1=CC(=C(S1)C(=O)OC)OCCN(C)C methyl 5-chloro-3-(2-(dimethylamino)ethoxy)thiophene-2-carboxylate